The molecule is a triterpenoid saponin based on a ursane-skeleton isolated from the leaves of Rosa laevigata. It has a role as a plant metabolite. It is a hexacyclic triterpenoid, a triterpenoid saponin, a delta-lactone, an alpha-L-arabinopyranoside, a monosaccharide derivative and a terpene lactone. C[C@@H]1[C@H]2C3=CC[C@@H]4[C@]5(CC[C@@H](C([C@@H]5CC[C@]4([C@@]3(CC[C@@]26CC[C@@]1(OC6=O)C)C)C)(C)C)O[C@H]7[C@@H]([C@H]([C@H](CO7)O)O)O)C